O1C(=NC2=C1C=CC=C2)NC=2OC1=C(N2)C=C(C=C1)CC(=O)N(C)CCOCCO 2-(2-(benzo[d]oxazol-2-ylamino)benzo[d]oxazol-5-yl)-N-(2-(2-hydroxyethoxy)ethyl)-N-methylacetamide